N-(5-chloropyridin-2-yl)-N'-[(1S,2R,4S)-4-(N,N-dimethylcarbamoyl)-2-(5-methyl-4,5,6,7-tetrahydro[1,3]thiazolo[5,4-c]pyridine-2-carboxamido)cyclohexyl]oxamide ClC=1C=CC(=NC1)NC(=O)C(=O)N[C@@H]1[C@@H](C[C@H](CC1)C(N(C)C)=O)NC(=O)C=1SC=2CN(CCC2N1)C